3-methoxy-N-methyl-4-{[3-(4-{[(1R,4R)-4-(diethylamino)cyclohexyl]amino}-1-(2,2,2-trifluoro-ethyl)-1H-indol-2-yl)prop-2-yn-1-yl]amino}benzene-1-sulfonamide COC=1C=C(C=CC1NCC#CC=1N(C2=CC=CC(=C2C1)NC1CCC(CC1)N(CC)CC)CC(F)(F)F)S(=O)(=O)NC